[N+](=O)([O-])C1=CC(=NC=C1)N1CCN(CC1)C(=O)OC(C)(C)C tert-Butyl 4-(4-nitropyridin-2-yl)piperazine-1-carboxylate